ClC=1C(=NC(=NC1)NC1=C(C=C(C=C1)N1CCN(CC1)C)OC)NC1=C(C=CC=C1)S(=O)(=O)NC 2-[[5-chloro-2-[2-methoxy-4-(4-methylpiperazin-1-yl)anilino]pyrimidin-4-yl]amino]-N-methylbenzenesulfonamide